tert-butyl (2-chloro-5-fluoropyridin-4-yl)carbamate ClC1=NC=C(C(=C1)NC(OC(C)(C)C)=O)F